C(C=C)(=O)N1CC(C1)(C1=C(C(=CC=C1)Cl)C)NC1=CC=C2C=CN(C(C2=C1)=O)C(C)C 7-((1-Acryloyl-3-(3-chloro-2-methylphenyl)azetidin-3-yl)amino)-2-isopropylisoquinolin-1(2H)-one